C(C)(C)N1C(=NN=C1)C1=CC=CC(=N1)NC(=O)NC1=CC2=CC(N=C2C=C1)=O 1-(6-(4-isopropyl-4H-1,2,4-triazol-3-yl)pyridin-2-yl)-3-(2-oxoindol-5-yl)urea